tert-Butyl 5-acetoxy-1H-indole-1-carboxylate C(C)(=O)OC=1C=C2C=CN(C2=CC1)C(=O)OC(C)(C)C